4-(4-(2-azabicyclo[3.3.1]nonan-2-yl)-8-fluoro-2-(((2R,7aS)-2-fluorotetrahydro-1H-pyrrolizin-7a(5H)-yl)methoxy)pyrido[4,3-d]pyrimidin-7-yl)-5-ethyl-6-fluoronaphthalen-2-ol C12N(CCC(CCC1)C2)C=2C1=C(N=C(N2)OC[C@]23CCCN3C[C@@H](C2)F)C(=C(N=C1)C1=CC(=CC2=CC=C(C(=C12)CC)F)O)F